C(CCCCCCC\C=C/CCCCCCCC)(=O)OP(=O)(OC(CCCCCCC\C=C/CCCCCCCC)=O)OCC[N+](C)(C)C dioleoylphosphocholine